NC1=NC2=CC=C(C=C2C=N1)C=1C(=C(C=CC1F)C1=C(C=CC(=C1F)F)S(=O)(=O)N)F (3-(2-aminoquinazolin-6-yl)-2,4-difluorophenyl)-3,4-difluorobenzenesulfonamide